ClC1=CC=C(OCC(NC)C2=CC=NC=C2)C=C1 2-(4-chlorophenoxy)-N-methyl-1-(4-pyridyl)ethanamine